3-((1R,3R)-1-(2,6-difluoro-4-(((S)-1-(3-fluoropropyl)pyrrolidin-3-yl)oxy)phenyl)-3-methyl-1,3,4,9-tetrahydro-2H-pyrido[3,4-b]indol-2-yl)bicyclo[1.1.1]pentane-1-carbonitrile FC1=C(C(=CC(=C1)O[C@@H]1CN(CC1)CCCF)F)[C@H]1N([C@@H](CC2=C1NC1=CC=CC=C21)C)C21CC(C2)(C1)C#N